Bis(2,5-dioxopyrrolidin-1-yl) 4,7,10,13,16,19,22,25,28,31,34,37,40-tridecaoxatritetracontanedioate C(CCOCCOCCOCCOCCOCCOCCOCCOCCOCCOCCOCCOCCOCCC(=O)ON1C(CCC1=O)=O)(=O)ON1C(CCC1=O)=O